pyrazine triazolecarbamate N1N=NC(=C1)NC(=O)O.N1=CC=NC=C1